2-(5,6-dimethoxy-1H-indol-3-yl)-N,N-dimethyl-2-oxoacetamide COC=1C=C2C(=CNC2=CC1OC)C(C(=O)N(C)C)=O